trans-rac-1-(2,2-Dichloro-3-(diethoxymethyl)cyclopropyl)-3,5-bis(trifluoromethyl)benzene ClC1([C@H]([C@@H]1C(OCC)OCC)C1=CC(=CC(=C1)C(F)(F)F)C(F)(F)F)Cl |r|